4-chloro-5-(pyridin-3-ylethynyl)-1H-pyrrolo[2,3-b]Pyridine ClC1=C2C(=NC=C1C#CC=1C=NC=CC1)NC=C2